BrC=1C=C(C=CC1)C1(C2=C(NC=3N=CC(=C(C13)C1CC1)F)CC(CC2=O)(C)C)C 5-(3-bromophenyl)-4-cyclopropyl-3-fluoro-5,8,8-trimethyl-9,10-dihydro-7H-benzo[b][1,8]naphthyridin-6-one